methoxy-1-methyl-5-(4,4,5,5-tetramethyl-1,3,2-dioxaborolan-2-yl)-1H-pyrazin COC1N(C=C(N=C1)B1OC(C(O1)(C)C)(C)C)C